BrC1=C(C=NC2=CC=C(C=C12)Cl)N1CCC(CC1)F 4-bromo-6-chloro-3-(4-fluoro-1-piperidinyl)quinoline